C([C@@H](C(=O)[O-])[NH3+])S(=O)[O-] The molecule is an alpha-amino-acid anion that is the conjugate base of 3-sulfino-L-alanine, arising from deprotonation of the sulfino and carboxy groups and protonation of the amino group; major species at pH 7.3. It has a role as a human metabolite. It is a conjugate base of a 3-sulfino-L-alanine. It is a conjugate acid of a 3-sulfinato-L-alaninate(2-).